(R)-(4-(4-bromopyrazolo[1,5-a]pyridin-2-yl)-1,4,6,7-tetrahydro-5H-imidazo[4,5-c]pyridin-5-yl)(5-(2-fluoropropan-2-yl)-1,3,4-oxadiazol-2-yl)methanone BrC=1C=2N(C=CC1)N=C(C2)[C@@H]2N(CCC1=C2N=CN1)C(=O)C=1OC(=NN1)C(C)(C)F